2,2'-dithiobis-ethanesulfonate C(CSSCCS(=O)(=O)[O-])S(=O)(=O)[O-]